L-β-hydroxyvaline CC(C)([C@@H](C(=O)O)N)O